C(C1=CC=CC=C1)NC(C([C@H](CC=1C=NC=CC1)NC(=O)[C@H]1NCC2(CC2)C1)O)=O (6S)-N-((2S)-4-(benzylamino)-3-hydroxy-4-oxo-1-(pyridin-3-yl)butan-2-yl)-5-azaspiro[2.4]heptane-6-carboxamide